C[C@H]1N([C@@H](CN(C1)C=1SC=2C(=NC=C(C2)C(F)(F)F)N1)C)C(=O)OC1CC2(CN(C2)CC2=CC=CC=C2)C1 2-benzyl-2-azaspiro[3.3]heptan-6-yl (2R,6R)-2,6-dimethyl-4-[6-(trifluoromethyl)-[1,3]thiazolo[4,5-b]pyridin-2-yl]piperazine-1-carboxylate